C(=C)P(OCC\C=C/CCC)(OCCCCCCOP(OCC\C=C/CCC)(=O)C=C)=O Di((Z)-hept-3-en-1-yl) hexane-1,6-diyl bis(vinylphosphonate)